(S)-5-((S)-1-hydroxyethyl)-4,5-dimethyl-2-(((6-((4-methyl-2-(trifluoromethyl)pyrimidin-5-yl)oxy)pyridin-3-yl)methyl)amino)-4,5,9,10-tetrahydro-6H,8H-pyrido[3,2,1-de]pteridin-6-one O[C@@H](C)[C@]1(C(N2C3=C(N=C(N=C3N1C)NCC=1C=NC(=CC1)OC=1C(=NC(=NC1)C(F)(F)F)C)CCC2)=O)C